diglycerin triisostearate C(CCCCCCCCCCCCCCC(C)C)(=O)O.C(CCCCCCCCCCCCCCC(C)C)(=O)O.C(CCCCCCCCCCCCCCC(C)C)(=O)O.OCC(O)CO.OCC(O)CO